N1C=CC2=CC=C3C(=C12)C=CS3 thienoindole